COC1=CC(=C2C=CC=NC2=C1)NC1CCN(CC1)CC(=O)N1[C@@H](CCC1)C#N (S)-1-(2-(4-((7-Methoxychinolin-5-yl)amino)piperidin-1-yl)acetyl)pyrrolidin-2-carbonitril